(2-amino-3-bromo-6-methylphenyl)methanol NC1=C(C(=CC=C1Br)C)CO